(R)-2-Ethyl alcohol CCO